C(C)(=O)N1CCC(CC1)C(=O)N(C)[C@H](C(F)(F)F)C1=CC=C(C=C1)NC=1C(=C2C(=NC1)SC(=N2)C)[C@H](C(F)F)OC 1-acetyl-N-{(1S)-1-[4-({7-[(1R)-2,2-difluoro-1-methoxyethyl]-2-methyl[1,3]thiazolo[5,4-b]pyridin-6-yl}amino)phenyl]-2,2,2-trifluoroethyl}-N-methylpiperidine-4-carboxamide